C(CC1=CC=CC=C1)OC=C1CC/C=C/CC/C=C/CCC1 (1E,5E)-9-(phenethoxymethylene)cyclododeca-1,5-diene